N(N)C1=CC=C(C=N1)NS(=O)(=O)CC N-(6-hydrazineylpyridin-3-yl)ethanesulfonamide